C(C)(C)(C)OOC(\C=C/C(=O)O)=O peroxymaleic acid t-butyl ester